(5RS)-3-(3,6-dichloropyridazin-4-yl)-5-(2,4-dimethylbenzyl)-5,6-dihydro-4H-1,2,4-oxadiazine ClC=1N=NC(=CC1C1=NOC[C@H](N1)CC1=C(C=C(C=C1)C)C)Cl |r|